3-(chloromethyl)-4-(4-fluorophenyl)-6-(trifluoromethoxy)-2H-chromene ClCC=1COC2=CC=C(C=C2C1C1=CC=C(C=C1)F)OC(F)(F)F